CC1=NNC(=C1CCOC1=C(C=CC(=C1)F)C=1C=C2C(=NN(C2=CC1)C)CN(C)C)C 1-(5-(2-(2-(3,5-dimethyl-1H-pyrazol-4-yl)ethoxy)-4-fluorophenyl)-1-methyl-1H-indazol-3-yl)-N,N-dimethylmethanamine